C(C)OC(=O)C=1C(C=C2N(C(CC3=CC(=C(C=C23)OC)C=2C=NN(C2)C2COC2)C(C)(C)C)C1)=O 6-tert-butyl-10-methoxy-9-[1-(oxetan-3-yl)-1H-pyrazol-4-yl]-2-oxo-6,7-dihydro-2H-pyrido[2,1-a]isoquinoline-3-carboxylic acid ethyl ester